CSCCC(=O)OP(=O)([O-])[O-] 3-(methylthio)propionyl-phosphate